1-{[2-(2-methoxyphenyl)-6H-pyrrolo[2,3-c]pyridin-6-yl]methyl}-1H-benzotriazole COC1=C(C=CC=C1)C=1C=C2C(=CN(C=C2)CN2N=NC3=C2C=CC=C3)N1